6-(1H-indazol-6-yl)-N-(3-methoxy-4-(2-oxa-6-azaspiro[3.3]heptan-6-yl)phenyl)-[1,2,4]triazolo[1,5-a]pyrazin-8-amine N1N=CC2=CC=C(C=C12)C=1N=C(C=2N(C1)N=CN2)NC2=CC(=C(C=C2)N2CC1(COC1)C2)OC